4-((3-(3-oxomorpholino)propyl)amino)pyrimidine-5-carbonitrile O=C1COCCN1CCCNC1=NC=NC=C1C#N